Isoquinoline-1,3-diamine C1(=NC(=CC2=CC=CC=C12)N)N